isononanoic acid amide C(CCCCCC(C)C)(=O)N